(1-chloro-4-fluoro-3-methyl-6,7-dihydro-5H-cyclopenta[c]pyridin-6-yl)methanol ClC1=NC(=C(C2=C1CC(C2)CO)F)C